C(C)(C)(C)[S@@](=O)\N=C\1/C=2C(=NC=C(C2)OC)CC12CCN(CC2)C(=O)OC(C)(C)C tert-butyl (R,Z)-5-((tert-butylsulfinyl)imino)-3-methoxy-5,7-dihydrospiro[cyclopenta[b]pyridine-6,4'-piperidine]-1'-carboxylate